1-fluoro-N-((6S,7S)-5-((R)-oxetane-2-carbonyl)-6-((2,3',5,5'-tetrafluoro-[1,1'-biphenyl]-3-yl)methyl)-5-azaspiro[2.4]heptan-7-yl)methanesulfonamide FCS(=O)(=O)N[C@@H]1[C@@H](N(CC12CC2)C(=O)[C@@H]2OCC2)CC=2C(=C(C=C(C2)F)C2=CC(=CC(=C2)F)F)F